ClC=1C(=NC=CC1)N1NC(CC1)=O 1-(3-chloro-2-pyridyl)-3-pyrazolidone